BrC=1C(=C(C(=C(C1[2H])C1=C(C(=C2C(=C(C3=C(C(=C(C4=C(C(=C1C2=C34)[2H])[2H])[2H])[2H])[2H])[2H])[2H])[2H])[2H])[2H])C3=C(C(=C4C(=C(C2=C(C(=C(C1=C(C(=C3C4=C21)[2H])[2H])[2H])[2H])[2H])[2H])[2H])[2H])[2H])[2H] 1,1'-(5-bromo-1,3-phenylene-2,4,6-d3)bis(pyrene-2,3,4,5,6,7,8,9,10-d9)